CC1=C(C=CC=C1NC(=O)C=1SC(=NN1)C1(CCC1)N)C1=C(C(=CC=C1)NC(=O)C=1SC(=NN1)C1(CCC1)N)C (2,2'-dimethyl-[1,1'-biphenyl]-3,3'-diyl)bis(5-(1-aminocyclobutyl)-1,3,4-thiadiazole-2-carboxamide)